4-Benzyloxy-6-chloro-2,5-dimethyl-pyridine-3-carboxylic acid ethyl ester C(C)OC(=O)C=1C(=NC(=C(C1OCC1=CC=CC=C1)C)Cl)C